1-[4-(benzyloxy)-2-chloropyridin-3-yl]prop-2-en-1-ol C(C1=CC=CC=C1)OC1=C(C(=NC=C1)Cl)C(C=C)O